tert-butyl ((1S,3R)-3-((2-bromo-5-nitropyridin-4-yl)amino)cyclohexyl)carbamate BrC1=NC=C(C(=C1)N[C@H]1C[C@H](CCC1)NC(OC(C)(C)C)=O)[N+](=O)[O-]